1-(5-(imidazo[1,2-a]pyrimidin-6-yl)pyrrolo[2,1-f][1,2,4]triazin-2-yl)cyclohexane-1,4-diamine N=1C=CN2C1N=CC(=C2)C=2C=CN1N=C(N=CC12)C1(CCC(CC1)N)N